COC1=C(C=CC=C1)[C@@H]1NC2=C(OC1=O)C=CC=C2 (-)-(S)-3-(2-Methoxyphenyl)-3,4-dihydro-2H-benzo[b][1,4]oxazin-2-one